4-(4-{2,5-dioxo-3-[3-(trifluoromethyl)phenyl]-1-imidazolidinyl}phenoxy)-N-(tetrahydro-2H-pyran-4-yl)-1H-pyrrolo[2,3-b]pyridine-2-carboxamide O=C1N(C(CN1C1=CC(=CC=C1)C(F)(F)F)=O)C1=CC=C(OC2=C3C(=NC=C2)NC(=C3)C(=O)NC3CCOCC3)C=C1